4,5-Dihydro-2H,5'H-Spiro[Furan-3,7'-Furo[3,4-b]Pyridine]-1'-Oxide [N+]1(=C2C(=CC=C1)COC21COCC1)[O-]